FC1=C(C(=CC=C1)C)N1N=C2C(=CC1=O)NN=C2C=2C=NN(C2)C2CCN(CC2)C 5-(2-Fluoro-6-methylphenyl)-3-(1-(1-methylpiperidin-4-yl)-1H-pyrazol-4-yl)-1H-pyrazolo[4,3-c]pyridazin-6(5H)-on